BrCC(COC(C(F)(F)F)(C(F)(F)F)C(F)(F)F)(COC(C(F)(F)F)(C(F)(F)F)C(F)(F)F)CBr 2-(3-bromo-2-(bromomethyl)-2-(((1,1,1,3,3,3-hexafluoro-2-(trifluoromethyl)propan-2-yl)oxy)methyl)propoxy)-1,1,1,3,3,3-hexafluoro-2-(Trifluoromethyl)propane